C(=O)C1=CC=C(C=C1)NC(OC(C)(C)C)=O tert-butyl (4-formylphenyl)carbamate